NCC1=NNC(C2=CC=C(C=C12)C=1C=NC(=CC1)C(F)(F)F)=O 4-(aminomethyl)-6-(6-(trifluoromethyl)-pyridin-3-yl)phthalazin-1(2H)-one